FC(CNCC(F)F)F bis(2,2-difluoroethyl)amine